(2,2-dioxido-1,3,2-dioxathiolan-4-yl)methyl sulfite S(=O)(OCC1OS(OC1)(=O)=O)[O-]